BrC=1C(N(C(=CC1OCC1=C(C=C(C=C1)F)F)C)C1=C(C=C(C=C1F)OCCO)F)=O 3-bromo-4-[(2,4-difluorobenzyl)oxy]-1-[2,6-difluoro-4-(2-hydroxyethoxy)phenyl]-6-methylpyridin-2(1H)-one